1-(4-fluorophenyl)-5-((3aR,5R,6aS)-5-methoxy-2-((1-methyl-1H-pyrazol-4-yl)sulfonyl)-5-phenylhexahydrocyclopenta[c]pyrrol-3a(1H)-yl)-6-methyl-1H-indazole FC1=CC=C(C=C1)N1N=CC2=CC(=C(C=C12)C)[C@@]12[C@@H](CN(C1)S(=O)(=O)C=1C=NN(C1)C)C[C@@](C2)(C2=CC=CC=C2)OC